SC[C@H]([C@@H](CS)O)O |r| racemic-(2S,3S)-1,4-dimercaptobutane-2,3-diol